methyl 2-[9-(cyclopropylmethyl)-2-oxo-1H-pyrrolo[2,3-f][1,4]benzoxazin-8-yl]-7-fluoro-1-methyl-benzimidazole-5-carboxylate C1(CC1)CN1C(=CC=2C=CC3=C(NC(CO3)=O)C21)C2=NC1=C(N2C)C(=CC(=C1)C(=O)OC)F